BrCC=1N=CSC1C(=O)OCC ethyl 4-(bromomethyl)-thiazole-5-carboxylate